2-acetyl-1,4-di[(4-methoxybenzenesulfonyl)amino]naphthalene C(C)(=O)C1=C(C2=CC=CC=C2C(=C1)NS(=O)(=O)C1=CC=C(C=C1)OC)NS(=O)(=O)C1=CC=C(C=C1)OC